C[C@H](CC[C@@H](C)C(C)C)[C@H]1CC[C@@H]2[C@@]1(CC[C@H]3[C@H]2CC[C@@H]4[C@@]3(CC[C@@H](C4)OC(=O)/C=C/C5=CC(=C(C=C5)O)OC)C)C campestanyl ferulate